{8-(4-chlorophenoxy)quinolin-5-yl}methylamine ClC1=CC=C(OC=2C=CC(=C3C=CC=NC23)CN)C=C1